{5-[(R)-(1,3-dimethyl-azetidin-3-yl)-hydroxy-(4-isopropyl-phenyl)-methyl]-pyridin-3-yl}-cyclopropanecarboxylic acid ethyl ester C(C)OC(=O)C1(CC1)C=1C=NC=C(C1)[C@](C1=CC=C(C=C1)C(C)C)(O)C1(CN(C1)C)C